[F].[Mg].[Ce].[Ca].[Sn].[Li] lithium tin calcium cerium magnesium fluorine